5-cyano-2-(2,6-dichloropyridin-4-yl)benzoic acid methyl ester COC(C1=C(C=CC(=C1)C#N)C1=CC(=NC(=C1)Cl)Cl)=O